2-(isocyanatomethyl)naphthalene N(=C=O)CC1=CC2=CC=CC=C2C=C1